CNC(=O)C1N(C2=CC=CC=C2C1)C1=NC(=CC(=C1)C(F)(F)F)C n-methyl-1-[6-methyl-4-(trifluoromethyl)pyridin-2-yl]-2,3-dihydro-1H-indole-2-carboxamide